N-[(1S)-1-[6-(4-methyl-1,4-diazepan-1-yl)pyridin-2-yl]ethyl]propionamide CN1CCN(CCC1)C1=CC=CC(=N1)[C@H](C)NC(CC)=O